ClC1=CC=C2C(=N1)C(N(C21CCC(CC1)OC)C)=O 2'-chloro-4-methoxy-6'-methylspiro[cyclohexane-1,5'-pyrrolo[3,4-b]pyridin]-7'(6'H)-one